N-((1s,3s)-3-(6-((4-(1-(7-azaspiro[3.5]nonane-2-yl)piperidin-4-yl)phenyl)amino)-9H-purin-9-yl)cyclobutyl)-2-phenylacetamide hydrochloride Cl.C1C(CC12CCNCC2)N2CCC(CC2)C2=CC=C(C=C2)NC2=C1N=CN(C1=NC=N2)C2CC(C2)NC(CC2=CC=CC=C2)=O